ethyl 2-{[(2S)-1,4-dioxan-2-yl]methyl}-8-(trifluoromethyl)-2H-furo[2,3-g]indazole-7-carboxylate Ethyl-8-(trifluoromethyl)-4,5-dihydro-1H-furo[2,3-g]indazole-7-carboxylate C(C)OC(=O)C1=C(C2=C(CCC=3C=NNC23)O1)C(F)(F)F.O1[C@H](COCC1)CN1N=C2C3=C(C=CC2=C1)OC(=C3C(F)(F)F)C(=O)OCC